4-(2-pyridylsulfonyl)benzoic acid N1=C(C=CC=C1)S(=O)(=O)C1=CC=C(C(=O)O)C=C1